N[C@H]1[C@@H]2N(C[C@H]1CC2)C(=O)C2=CC1=C(N(C(=N1)C1=CC=3C(=NC(=CC3)C=3C=C(C(=O)NC)C=CC3)N1CC1CC1)C)C(=C2)OC 3-(2-{5-[(1R,4R,7R)-7-amino-2-azabicyclo[2.2.1]heptane-2-carbonyl]-7-methoxy-1-methyl-1H-1,3-benzodiazol-2-yl}-1-(cyclopropylmethyl)-1H-pyrrolo[2,3-b]pyridin-6-yl)-N-methylbenzamide